ClC=1C(=C(C(=CC1)OC)C1=CC(=NC=C1C(=O)NC=1SC(=NN1)C(C(F)(F)F)(F)F)C)F 4-(3-chloro-2-fluoro-6-methoxyphenyl)-6-methyl-N-(5-(pentafluoroethyl)-1,3,4-thiadiazol-2-yl)nicotinamide